5-amino-8-(2,6-dimethyl-4-pyridinyl)-7-phenyl-2-[1-(3-pyridinyl)ethyl]-[1,2,4]triazolo[4,3-c]pyrimidin-3-one NC1=NC(=C(C=2N1C(N(N2)C(C)C=2C=NC=CC2)=O)C2=CC(=NC(=C2)C)C)C2=CC=CC=C2